C1(CC1)C1=C(CNC2=NN(C=C2C(C)NC2CCN(CC2)C2=C(C=CC=C2F)C(F)F)C)C=CC=C1 {1-[3-(2-Cyclopropyl-benzylamino)-1-methyl-1H-pyrazol-4-yl]-ethyl}-[1-(2-difluoromethyl-6-fluorophenyl)-piperidin-4-yl]-amine